difluoromethyl-N-(4-chlorophenyl)acethydrazide FC(F)CC(=O)N(N)C1=CC=C(C=C1)Cl